C(C)(C)N(C(C=CC1=CC=C(C=C1)OC)=O)CC1=CC=2N(C=C1)N=CC2C(=O)N 5-((N-isopropyl-3-(4-methoxyphenyl)acrylamido)methyl)pyrazolo[1,5-a]pyridine-3-carboxamide